manganese (II) acetate monohydrate O.C(C)(=O)[O-].[Mn+2].C(C)(=O)[O-]